2-[3-[2-[2-[2-[2-[2-[2-[2-[2-[2-[2-[2-(2-azidoethoxy)ethoxy]ethoxy]ethoxy]ethoxy]ethoxy]ethoxy]ethoxy]ethoxy]ethoxy]ethoxy]ethoxy]propanoylamino]ethyl dihydrogen phosphate P(=O)(OCCNC(CCOCCOCCOCCOCCOCCOCCOCCOCCOCCOCCOCCOCCN=[N+]=[N-])=O)(O)O